ClC=1C(=CC=C2C=CC=C(C12)C1=C(C=2N=CN=C(C2C=N1)N1CC2(CCN2)C1)F)F 7-(8-chloro-7-fluoronaphthalen-1-yl)-8-fluoro-4-(1,6-diazaspiro[3.3]heptan-6-yl)pyrido[4,3-d]pyrimidine